C(C1CO1)OCCC[Si](OCC)(OCC)OCC 3-(glycidoxy)propyltriethoxysilane